NC1=CC=C(C=N1)/C=C/C(=O)NCC=1OC2=C(C1)C=C(C=C2C2=C(C=C(C=C2F)F)F)C2=CC=C(C=C2)C(=O)N2CCC(CC2)(F)F (E)-3-(6-amino-pyridin-3-yl)-N-((5-(4-(4,4-difluoro-piperidine-1-carbonyl)phenyl)-7-(2,4,6-trifluoro-phenyl)benzofuran-2-yl)methyl)acrylamide